2-(2,6-dioxopiperidin-3-yl)-5-((4-(pyridazin-3-yl)piperazin-1-yl)methyl)isoindoline O=C1NC(CCC1N1CC2=CC=C(C=C2C1)CN1CCN(CC1)C=1N=NC=CC1)=O